C1(CC1)C(=O)NC1=NC=C(C(=O)NC)C(=C1)NC1=C(C(=CC=C1)C1=NOC(=N1)COCC)OC 6-(cyclopropanecarboxamido)-4-((3-(5-(ethoxymethyl)-1,2,4-oxadiazol-3-yl)-2-methoxyphenyl)amino)-N-methylnicotinamide